(R)-N-methyl-N-(1-(3-((5-((trimethylsilyl)ethynyl)pyrimidin-2-yl)amino)pyrrolidin-1-yl)isoquinolin-6-yl)acrylamide CN(C(C=C)=O)C=1C=C2C=CN=C(C2=CC1)N1C[C@@H](CC1)NC1=NC=C(C=N1)C#C[Si](C)(C)C